C1(CC1)COC1=CC=C(C=C1)[C@@H](C)NC(CSC1=NC(NC=C1C)=O)=O N-[(1R)-1-[4-(cyclopropylmethoxy)phenyl]ethyl]-2-[(5-methyl-2-oxo-1H-pyrimidin-4-yl)sulfanyl]acetamide